2-(4-((4-(5-bromopyridin-2-yl)piperazin-1-yl)methyl)-2,6-dimethylphenoxy)-2-methylpropanoic acid BrC=1C=CC(=NC1)N1CCN(CC1)CC1=CC(=C(OC(C(=O)O)(C)C)C(=C1)C)C